Cl.NC(CC(C)C)B1OC(C)(C)C(C)(C)O1 1-amino-3-methylbutylboronic acid pinacol ester hydrochloride